(2R,4R)-6-chloro-4-hydroxy-N-(3-{4-[6-(trifluoromethyl)pyridin-3-yl]-1H-imidazol-1-yl}bicyclo[1.1.1]pentan-1-yl)-3,4-dihydro-2H-1-benzopyran-2-carboxamide ClC=1C=CC2=C([C@@H](C[C@@H](O2)C(=O)NC23CC(C2)(C3)N3C=NC(=C3)C=3C=NC(=CC3)C(F)(F)F)O)C1